NC1CCC(CCC1)NC(OC(C)(C)C)=O tert-butyl (4-aminocycloheptyl)carbamate